7-(3-chlorobenzyl)-4-(4-methylbenzyl)-6,7,8,9-tetrahydroimidazo[1,2-a]pyrido[3,4-e]pyrimidin-5(4H)-one ClC=1C=C(CN2CC=3C(N(C=4N(C3CC2)C=CN4)CC4=CC=C(C=C4)C)=O)C=CC1